C(C)(C)(C)OC(=O)N1[C@@H]2[C@@H]([C@@H](C[C@H]1CCC2)OC=2N=NC(=CC2)Cl)F (1s,2s,3r,5r)-3-((6-chloropyridazin-3-yl)oxy)-2-fluoro-9-azabicyclo[3.3.1]nonane-9-carboxylic acid tert-butyl ester